(2s,5r)-N-(7-methoxy-4-(1-methyl-3-phenyl-1H-pyrazol-4-yl)quinazolin-6-yl)-2,5-dimethylpiperazine-1-carboxamide COC1=C(C=C2C(=NC=NC2=C1)C=1C(=NN(C1)C)C1=CC=CC=C1)NC(=O)N1[C@H](CN[C@@H](C1)C)C